2-(4-fluorobenzyl)-5-hydroxyisoindolin-1-one FC1=CC=C(CN2C(C3=CC=C(C=C3C2)O)=O)C=C1